CC1OC(=CC(=C1)C)C 2,4,6-trimethylpyran